(R)-3-(1-acryloylpiperidin-3-yl)-8-amino-N-(4-(2-(dimethylamino)-2-oxoethyl)phenyl)imidazo[1,5-a]pyrazine-1-carboxamide C(C=C)(=O)N1C[C@@H](CCC1)C1=NC(=C2N1C=CN=C2N)C(=O)NC2=CC=C(C=C2)CC(=O)N(C)C